FC(C=1C=CC=2N(C1)NN(C2)C2=NC=CC=C2)(F)F [6-trifluoromethyl-triazolo[1,5-a]pyridine-2-yl]pyridine